FC(C(=O)O)(F)F.FC(N1C=2C=3C=NC=C(CCCCC(C(NC2C=N1)=O)C)C3)F 3-(difluoromethyl)-9-methyl-3,4,7,16-tetraazatricyclo[12.3.1.02,6]Octadeca-1(18),2(6),4,14,16-penta-en-8-one trifluoroacetate